FC1=C(C#N)C=C(C(=C1)F)C1=NC(=C(C(=N1)C1=CC=CC=C1)C)C1=CC=CC=C1 2,4-difluoro-5-(5-methyl-4,6-diphenylpyrimidin-2-yl)benzonitrile